[Na].C(CCCCCCCCCCC)OS(O)(=O)=O dodecyl-sulfuric acid Sodium